FC1=C(C=CC=2NC(=NC21)CNC2=NC(=NC=1N2N=CC1C(F)(F)F)N1CCOCC1)F N-[(4,5-difluoro-1H-benzimidazol-2-yl)methyl]-2-(morpholin-4-yl)-8-(trifluoromethyl)pyrazolo[1,5-a][1,3,5]triazin-4-amine